2-{3-[(1r,3r)-3-(hydroxymethyl)-1-[(4-methyl-1,2,4-triazol-3-yl)methyl]cyclobutyl]phenyl}-4-(trifluoromethyl)-3H-isoindol-1-one OCC1CC(C1)(CC1=NN=CN1C)C=1C=C(C=CC1)N1C(C2=CC=CC(=C2C1)C(F)(F)F)=O